3,3-diaminodiphenylsulfone NC1C=CC=C(S(=O)(=O)C2C=CC=C(N)C=2)C=1